[N+](=O)([O-])OC=1C(C(=O)N)=CC=CC1 nitrosalicylic acid amide